2,5-dimethoxy-3,4-dimethylphenylamine COC1=C(C=C(C(=C1C)C)OC)N